CN(C)CC1=C(C=CC(=C1)C=C)O 2-((dimethylamino)methyl)-4-vinylphenol